2,6-dichloro-N-[2-(1H-indol-3-yl)ethyl]-5-[(2R)-2-amino-3,3,3-trifluoro-propoxy]pyrimidin-4-amine ClC1=NC(=C(C(=N1)NCCC1=CNC2=CC=CC=C12)OC[C@H](C(F)(F)F)N)Cl